1-(thiophene-2-yl)propane S1C(=CC=C1)CCC